(R)-N-(1-(5-(6-(3-cyanopyrrolo[1,2-b]pyridazin-7-yl)-4-(isopropylamino)pyridin-3-yl)-1,3,4-thiadiazol-2-carbonyl)pyrrolidin-3-yl)acetamide C(#N)C1=CC=2N(N=C1)C(=CC2)C2=CC(=C(C=N2)C2=NN=C(S2)C(=O)N2C[C@@H](CC2)NC(C)=O)NC(C)C